O=C1N(C2C=3C1=C1C(=NC3CCN2CCC2=CC=CC=C2)C=CC=C1)C=1C=C(O[C@H]2CO[C@H]3[C@H]2OC[C@@H]3CC(=O)O)C=CC1.C1(=C(C(=CC(=C1)C)C)S(=O)(=O)O)C mesityl-sulphonate (3S,3aR,6S,6aR)-6-(3-(1-Oxo-3-phenethyl-2a,3,4,5-tetrahydrobenzo[b]pyrrolo[4,3,2-de][1,6]naphthyridin-2(1H)-yl)phenoxy)hexahydrofuro[3,2-b]furan-3-yl-Acetate